lithio (S)-3-methoxy-2-(trityloxy)propanoate COC[C@@H](C(=O)O[Li])OC(C1=CC=CC=C1)(C1=CC=CC=C1)C1=CC=CC=C1